FC=1C=C2C=NN(C2=C(C1O)F)C1=CC(=C(C=C1)N1CCN(CC1)S(=O)(=O)C)C 5,7-Difluoro-1-(3-methyl-4-(4-(methylsulfonyl)piperazin-1-yl)phenyl)-1H-indazol-6-ol